C(C)(C)(C)C1=CC=C(C=C1)C=1C=2N(C3=CC=C(C=C3N1)NC(C1=NC=CC=C1)=O)C=CC2 N-(4-(4-(tert-butyl)phenyl)pyrrolo[1,2-a]quinoxalin-7-yl)picolinamide